6-(1-Oxa-7-azaspiro[3.5]nonan-7-yl)nicotinaldehyde O1CCC12CCN(CC2)C2=NC=C(C=O)C=C2